5-chloro-2-(5-chloro-1H-pyrazol-4-yl)-4-(6,6-difluoro-1,4-diazepan-1-yl)-1H-pyrimidin-6-one ClC1=C(N=C(NC1=O)C=1C=NNC1Cl)N1CCNCC(C1)(F)F